3-benzylidenepentyl benzoate C(C1=CC=CC=C1)(=O)OCCC(CC)=CC1=CC=CC=C1